FC(C1=C(C=CC(=C1)C(=O)O)C1=C(C=C(C=C1)C(=O)O)C(F)(F)F)(F)F 2,2'-bis(trifluoromethyl)-[1,1'-biphenyl]-4,4'-dicarboxylic acid